N1C[C@@H](CC1)CC(=O)[O-] (S)-pyrrolidin-3-ylacetate